C(=O)[O-].[NH4+].COCC1CN2C(O1)=C(C=N2)S(=O)(N)=NC(C2=CC=CC=C2)(C2=CC=CC=C2)C2=CC=CC=C2 2-(methoxymethyl)-N'-trityl-2,3-dihydropyrazolo[5,1-b]oxazole-7-sulfonimidamide ammonium methanoate